4,6-bis(2,4-dimethyl-phenyl)-1,3,5-triazine CC1=C(C=CC(=C1)C)C1=NC=NC(=N1)C1=C(C=C(C=C1)C)C